C(C)(C)(C)OC(N(C1=CC(=CC=C1)C(F)(F)F)C=1C=2N(N=C(C1)Cl)C(=CN2)C(C)C)=O.ClC2=CC=C1C(=N2)CN(C1)C(C)=O 1-(2-Chloro-5,7-dihydro-6H-pyrrolo[3,4-b]pyridin-6-yl)ethan-1-one tert-butyl-(6-chloro-3-isopropylimidazo[1,2-b]pyridazin-8-yl)(3-(trifluoromethyl)phenyl)carbamate